C1S(CC12CNCCC2)(=O)=O 2-thia-6-azaspiro[3.5]nonane 2,2-dioxide